FC1=C(C(=NN1C1OCCCC1)C(=O)OC)N(C(C)=O)C methyl 5-fluoro-4-(N-methylacetamido)-1-(tetrahydro-2H-pyran-2-yl)-1H-pyrazole-3-carboxylate